C(C)OC1=CC=CC2=C1C(=NO2)NS(=O)(=O)C2=C(C=CC(=C2)CC)OC N-(4-Ethoxybenzo[d]isoxazol-3-yl)-5-ethyl-2-methoxybenzenesulfonamide